C(C=C)(=O)OCCCCCCCCCCCCCC[Si](I)(I)I acryloxytetradecyltriiodosilane